ClC1=C(C(=NC(=C1C(=O)O)F)Cl)Cl 4,5,6-trichloro-2-fluoronicotinic acid